N-[(S)-(5-{[Dimethyl(oxo)-λ6-sulfanylidene]amino}-4-fluoro-1H-benzimidazol-2-yl)(4-methylcyclohexyl)methyl]-3-ethylisoxazole-4-carboxamide CS(=O)(C)=NC1=C(C2=C(NC(=N2)[C@@H](NC(=O)C=2C(=NOC2)CC)C2CCC(CC2)C)C=C1)F